(Z)-4-((4-((6-chloro-7-(fluoromethoxy)-1H-indol-3-yl)methylene)-2,5-dioxo-imidazol-1-yl)methyl)benzonitrile ClC1=CC=C2C(=CNC2=C1OCF)\C=C\1/NC(N(C1=O)CC1=CC=C(C#N)C=C1)=O